5,7,3',4'-tetrahydroxy-6,8-diisopentenyl-isoflavone OC1=C2C(C(=COC2=C(C(=C1CCC(=C)C)O)CCC(=C)C)C1=CC(=C(C=C1)O)O)=O